O-(1H-benzotriazol-1-yl)-N,N,N',N'-bis(tetramethylene)uronium hexafluorophosphate C1CCN(C1)C(=[N+]2CCCC2)ON3C4=CC=CC=C4N=N3.F[P-](F)(F)(F)(F)F